1-(6-(1-(2-fluoro-5-(trifluoromethoxy)benzyl)-1H-pyrazol-3-yl)pyridin-2-yl)-1-hydroxy-N,N-bis(4-methoxybenzyl)-2-methylpropane-2-sulfonamide FC1=C(CN2N=C(C=C2)C2=CC=CC(=N2)C(C(C)(S(=O)(=O)N(CC2=CC=C(C=C2)OC)CC2=CC=C(C=C2)OC)C)O)C=C(C=C1)OC(F)(F)F